C(C)(C)OC(=O)C1CCN(CC1)C(C)C1=CC=C(C2=CC=CC=C12)C#CC1CCN(CC1)C(=O)OC(C)(C)C tert-butyl 4-[2-[4-[1-(4-isopropoxy carbonyl-1-piperidyl)ethyl]-1-naphthyl]ethynyl]piperidine-1-carboxylate